N-((S)-1-((3R,5'S)-5'-cyano-2-oxospiro[indoline-3,3'-pyrrolidine]-1'-yl-4',4'-d2)-4-methyl-1-oxopentan-2-yl)-4,6,7-trifluoro-N-methyl-1H-indole-2-carboxylic acid amide C(#N)[C@@H]1C([C@@]2(CN1C([C@H](CC(C)C)N(C(=O)C=1NC3=C(C(=CC(=C3C1)F)F)F)C)=O)C(NC1=CC=CC=C12)=O)([2H])[2H]